N-(3-(6,7-Dichloro-10-(1H-pyrazol-4-yl)-3,4-dihydropyrazino[1,2-a]indol-2(1H)-yl)-3-oxopropyl)-N-methylacetamide ClC1=C(C=CC=2C(=C3N(C12)CCN(C3)C(CCN(C(C)=O)C)=O)C=3C=NNC3)Cl